ClC1=C(C=CC=C1)N1C(N=C(C2=CC(=C(C=C12)C1CC1)C#N)NCC1OCC1)=O 1-(2-Chlorophenyl)-7-cyclopropyl-4-((oxetan-2-ylmethyl)amino)-2-oxo-1,2-dihydro-quinazoline-6-carbonitrile